2-Hydroxypropyl-Trimethylammonium Chloride [Cl-].OC(C[N+](C)(C)C)C